CC(C)CCC(=O)[O-] The molecule is a branched-chain saturated fatty acid anion that is pentanoate with a methyl group substituent at position 4. It has a role as a metabolite. It is a branched-chain saturated fatty acid anion and a medium-chain fatty acid anion. It is a conjugate base of an isocaproic acid.